O1C=NB=C1 [1,3,4]Oxazaborole